NCC1=CC=C(C=C1)NC(=O)C=1OC(=CC1)C=1CCNCC1 N-[4-(aminomethyl)phenyl]-5-(1,2,3,6-tetrahydropyridin-4-yl)furan-2-carboxamide